C1(CCCC1)OC1=C(C=C(C=C1)NC(=O)C1=COC2=C1C=CC=C2C2=NN=NN2)F N-(4-(Cyclopentyloxy)-3-Fluorophenyl)-7-(1H-Tetrazol-5-Yl)Benzofuran-3-Carboxamide